CC(=C)C1=CC=C(C=C1)F alpha-methyl-p-fluorostyrene